N1=CC=C(C=C1)C1=CC=C(C=C1)OB(O)O (4-(4-pyridyl)phenyl)boric acid